COC1=C(C=CC(=C1)OC)CNC(=O)C1=NN(C2=CN=C(C=C21)C)C=2N=COC2C(=O)OCC ethyl 4-[3-[(2,4-dimethoxyphenyl)methylcarbamoyl]-5-methyl-pyrazolo[3,4-c]pyridin-1-yl]oxazole-5-carboxylate